(-)-Citramalic acid C[C@@](CC(=O)O)(C(=O)O)O